(Z,E)-alpha-farnesene CC(C)=CCC\C(\C)=C/C\C=C(/C)\C=C